2-(7-Bromo-5-(cyclopropylmethoxy)benzo[b]thiophen-2-yl)-4-methylthiazole-5-carboxylic acid BrC1=CC(=CC2=C1SC(=C2)C=2SC(=C(N2)C)C(=O)O)OCC2CC2